C(C)(C)(C)OC(C(C)(C)OC=1C=C(C=CC1F)N1C[C@@H](CCC1)C(=O)OCC)=O ethyl (R)-1-(3-((1-(tert-butoxy)-2-methyl-1-oxopropan-2-yl)oxy)-4-fluorophenyl)piperidine-3-carboxylate